C(C)OC=1C(=CC2=CC=CC=C2C1)B(O)O 3-ETHOXYNAPHTHALEN-2-YLBORONIC ACID